n-tetradecyl-propane-1,3-diamine C(CCCCCCCCCCCCC)C(CCN)N